ClC1=NSN=C1N1CCOCC1 3-chloro-4-morpholinyl-1,2,5-thiadiazole